C(C)(C)(C)C=1C(=C(C=CC1)C=1NC=CN1)O 2-(3-t-butyl-2-hydroxyphenyl)imidazole